[2H][SiH3] deuterosilane